[(3R,4R)-3-fluoro-1-(oxetan-3-yl)piperidin-4-yl]quinazolin-2-amine F[C@H]1CN(CC[C@@H]1C1=NC(=NC2=CC=CC=C12)N)C1COC1